6-(3-(3-methoxytetrahydrofuran-3-yl)-4-methylpyridine-2-yl)-1,3-dihydro-2H-imidazo[4,5-c]pyridin-2-one COC1(COCC1)C=1C(=NC=CC1C)C1=CC2=C(C=N1)NC(N2)=O